C(#N)C1=C(C(C(=CN1C)C(=O)NC1=CC(=C(C=C1)OC1=CC=NC2=CC(=C(C=C12)C)C)F)=O)C1=CC=C(C=C1)F 6-cyano-N-(4-((6,7-dimethylquinolin-4-yl)oxy)-3-fluorophenyl)-5-(4-fluorophenyl)-1-methyl-4-oxo-1,4-dihydropyridine-3-carboxamide